C12(CC3CC(CC(C1)C3)C2)N=CC2=NC(=NC=C2)NC(OCC2=CC=CC=C2)=O Benzyl (4-((adamantan-1-ylimino)-methyl)pyrimidin-2-yl)carbamate